(1-ethoxyethyl)-3-(2-methylpyridin-4-yl)-1H-thieno[2,3-c]Pyrazole-5-carboxylic acid C(C)OC(C)N1N=C(C2=C1SC(=C2)C(=O)O)C2=CC(=NC=C2)C